FC1=C(C=CC(=C1)F)C1=C(C=C2CNC(C2=C1)=O)C=1C=C(N(C1C)C)C#N 4-(6-(2,4-Difluorophenyl)-1-oxoisoindolin-5-yl)-1,5-dimethyl-1H-pyrrole-2-carbonitrile